CN(C)CC=1C=C(C=C(C1)C(F)(F)F)NC(=O)C1=CSC=2CN(CCC21)C(=O)C2=CN=C1N2C=CC=C1 N-(3-((dimethylamino)-methyl)-5-(trifluorometh-yl)phenyl)-6-(imidazo[1,2-a]pyridine-3-carbonyl)-4,5,6,7-tetrahydrothieno-[2,3-c]pyridine-3-carboxamide